1-acetylpiperidine-4-carboxylic acid C(C)(=O)N1CCC(CC1)C(=O)O